(3R)-3-(4-chlorophenyl)-2-[(5-chloropyridin-2-yl)methyl]-6-[1-(cyclopropylamino)-2-hydroxypropan-2-yl]-3-methoxy-2,3-dihydro-1H-isoindol-1-one ClC1=CC=C(C=C1)[C@@]1(N(C(C2=CC(=CC=C12)C(CNC1CC1)(C)O)=O)CC1=NC=C(C=C1)Cl)OC